1,3-bis(3-amino-α,α-di-trifluoromethylbenzyl)benzene NC=1C=C(C(C(F)(F)F)(C(F)(F)F)C2=CC(=CC=C2)C(C2=CC(=CC=C2)N)(C(F)(F)F)C(F)(F)F)C=CC1